diamino-3,3'-biphenyldiol NC1=C(C(=C(C=C1)C1=CC(=CC=C1)O)N)O